5-(methoxymethyl)-1,3-dimethyl-pyrazole COCC1=CC(=NN1C)C